2-(furanylsulfonyl)pyrimidine O1C(=CC=C1)S(=O)(=O)C1=NC=CC=N1